C1(CC1)CCOC1=NC=2CC(N3C(C2C=C1C=1SC=CN1)=CC(C(=C3)C(=O)O)=O)C(C)C 3-(2-Cyclopropylethoxy)-6-isopropyl-10-oxo-2-(thiazol-2-yl)-6,10-dihydro-5H-pyrido[2,1-f][1,6]Naphthyridine-9-carboxylic acid